difluorochloroacetic acid ethyl ester C(C)OC(C(Cl)(F)F)=O